2-amino-6-(cyclopropylmethyl)-6-[(difluoromethoxy)methyl]-7-oxo-4,5,6,7-tetrahydro-1-benzothiophene-3-carboxylic acid NC=1SC2=C(C1C(=O)O)CCC(C2=O)(COC(F)F)CC2CC2